C(C)C1N(C(CCC1)CC)C(=O)OC1=C(C=C(C=C1OC)C=1NC(=C(N1)C=1SC=CC1)C1=CC=CC=C1)OC 2,6-Dimethoxy-4-(5-phenyl-4-(thiophen-2-yl)-1H-imidazol-2-yl)phenyl 2,6-diethylpiperidine-1-carboxylate